C(#N)C(CO)(C)C1=CC=2N(C=C1)C(=CN2)C2=CC(=C(C(=O)NC1CC1)C(=C2)OC)OC(F)F 4-[7-(1-Cyano-2-hydroxy-1-methyl-ethyl)imidazo[1,2-a]pyridin-3-yl]-N-cyclopropyl-2-(difluoromethoxy)-6-methoxy-benzamide